2,3-dimethyl-2,3-bis-(p-methoxyphenyl)-butane CC(C)(C(C)(C1=CC=C(C=C1)OC)C)C1=CC=C(C=C1)OC